C1(CCC1)OC[C@@H](C(=O)O)NC(=O)OCC1C2=CC=CC=C2C=2C=CC=CC12 (2S)-3-cyclobutyloxy-2-(9H-fluoren-9-ylmethoxycarbonylamino)propanoic acid